(S)-2-methoxy-N-(8'-(2-methyl-5-oxopyrrolidin-1-yl)-4'H-spiro[cyclopropane-1,5'-naphtho[2,1-d]isoxazol]-3'-yl)benzenesulfonamide COC1=C(C=CC=C1)S(=O)(=O)NC1=NOC2=C1CC1(C3=CC=C(C=C32)N3[C@H](CCC3=O)C)CC1